C(C)(C)(C)OC(=O)N1CCCC2=CC(=CC=C12)C1C(NC(CC1)=O)=O 6-(2,6-dioxopiperidin-3-yl)-3,4-dihydroquinoline-1(2H)-carboxylic acid tert-butyl ester